CC(CN1C=2C3=C(C(=NN3CCC1)C1=NNC=C1)N=C(C2)N2[C@@H](COCC2)C)(C)O (R)-2-methyl-1-(4-(3-methylmorpholinyl)-2-(1H-pyrazol-3-yl)-8,9-dihydro-1,3,6,9a-tetraazabenzo[cd]azulene-6(7H)-yl)propan-2-ol